1,2-bis(trimethylsilyl)ethane C[Si](CC[Si](C)(C)C)(C)C